CC(C(C1OCCC(C1)C)SC(CC=O)CCC)C 3-[2-methyl-1-(4-methyltetrahydropyran-2-yl)propyl]sulfanylhexanal